7-chloromethyl-3-ethyl-1H-1,5-naphthyridin-2-one ClCC1=CN=C2C=C(C(NC2=C1)=O)CC